1-(6-chloronaphthalen-2-yl)-5-(furan-2-yl)-3-(trifluoromethyl)-1H-pyrazole ClC=1C=C2C=CC(=CC2=CC1)N1N=C(C=C1C=1OC=CC1)C(F)(F)F